3-isopropyl-2-(7-methoxy-2,3-dihydrobenzofuran-4-yl)-5-(piperidin-4-yl)-1H-indol C(C)(C)C1=C(NC2=CC=C(C=C12)C1CCNCC1)C1=CC=C(C2=C1CCO2)OC